ClC=1C(=NC(=NC1)NC1=C(C=C2CCN(CC2=C1)C)OC)N1CC(C2=CC=CC=C12)C#N 1-(5-chloro-2-((6-methoxy-2-methyl-1,2,3,4-tetrahydroisoquinolin-7-yl)amino)pyrimidin-4-yl)indoline-3-carbonitrile